6-(Cyclopropanamido)-4-((5-fluoro-2-methoxy-3-(1-methyl-1H-1,2,4-triazol-3-yl)phenyl)amino)-N-(methyl-d3)pyridazine-3-carboxamide C1(CC1)C(=O)NC1=CC(=C(N=N1)C(=O)NC([2H])([2H])[2H])NC1=C(C(=CC(=C1)F)C1=NN(C=N1)C)OC